C(C(C(CO)O)O)O 1,2,3,4-Butanetetraol